C(\C=C\C(=O)O)(=O)O.NC1=C(N=CC(=N1)N1CCC2(CC=C(C2N)C2CC2)CC1)SC1=C(C(=NC=C1)N)Cl 8-(6-amino-5-((2-amino-3-chloropyridin-4-yl)thio)pyrazin-2-yl)-2-cyclopropyl-8-azaspiro[4.5]dec-2-en-1-amine fumarate salt